O=C1N(C(CCC1N1C(C2=CC=C(C=C2C1)OC[C@@H]1N(CCC1)C(=O)OC(C)(C)C)=O)=O)COCC[Si](C)(C)C Tert-butyl (2R)-2-(((2-(2,6-dioxo-1-((2-(trimethylsilyl)ethoxy)methyl)piperidin-3-yl)-1-oxoisoindolin-5-yl)oxy)methyl)pyrrolidine-1-carboxylate